6-chloro-7-(fluoromethylthio)-1H-indole ClC1=CC=C2C=CNC2=C1SCF